(1R,2S,5R)-2-Isopropyl-5-methylcyclohexyl tetrahydro-2H-pyran-4-carboxylate O1CCC(CC1)C(=O)O[C@H]1[C@@H](CC[C@H](C1)C)C(C)C